3-(4-(3,9-diazaspiro[5.5]undecan-3-yl)phenyl)piperidine-2,6-dione hydrochloride Cl.C1CN(CCC12CCNCC2)C2=CC=C(C=C2)C2C(NC(CC2)=O)=O